CS(=O)(=O)OCCOCCOCCOCCOCCN(C)S(=O)(=O)C1=C(C=CC=C1)[N+](=O)[O-] 2-((2-nitrophenyl)sulfonyl)-5,8,11,14-tetraoxa-2-azahexadecane-16-yl methanesulfonate